O[C@@H]1[C@H](O[C@H]([C@@H]1O)C=1C(NC(N(C1)C1CCN(CC1)C)=O)=O)COP(=O)(O)OP(=O)(O)OP(=O)(O)OP(=O)(O)O ((2R,3S,4R,5S)-3,4-dihydroxy-5-(1-(1-methylpiperidin-4-yl)-2,4-dioxo-1,2,3,4-tetrahydropyrimidin-5-yl)tetrahydrofuran-2-yl)methyltetraphosphoric acid